Lithium tris(oxalate) phosphate P(=O)([O-])(O)O.C(C(=O)O)(=O)O.C(C(=O)O)(=O)O.C(C(=O)O)(=O)O.[Li+]